dimethyl(7-(prop-2-yn-1-ylamino)-2,3-dihydrobenzofuran-4-yl)phosphine oxide CP(C1=CC=C(C2=C1CCO2)NCC#C)(C)=O